N-n-eicosyl-diethanolamine C(CCCCCCCCCCCCCCCCCCC)N(CCO)CCO